Cl.COC=1C=C(C=CC1)CC[C@@H](C(=O)OCC(F)(F)F)NC 2,2,2-Trifluoroethyl (S)-4-(3-methoxyphenyl)-2-(methylamino)butanoate hydrochloride